4-(4-chlorobenzyl)-7-(3,5-difluorobenzyl)-2,4,6,7,8,9-hexahydroimidazo[1,2-a]pyrido[3,4-e]pyrimidin-5(1H)-one ClC1=CC=C(CN2C=3N(C4=C(C2=O)CN(CC4)CC4=CC(=CC(=C4)F)F)CCN3)C=C1